OCC1(CC1)COC1NC(C2=CC=CC=C12)=O 3-{[1-(hydroxymethyl)cyclopropyl]Methoxy}-2,3-dihydro-1H-isoindol-1-one